O1C(C(C(=O)C=2C(O)=CC(O)=CC12)=O)C1=CC(O)=C(O)C=C1 luteolinOne